((6-(difluoromethoxy)-2-(2,2'-dimethyl-3'-(4,5,6,7-tetrahydrooxazolo[4,5-c]pyridin-2-yl)-[1,1'-biphenyl]-3-yl)benzo[d]oxazol-5-yl)methyl)-L-proline FC(OC1=CC2=C(N=C(O2)C=2C(=C(C=CC2)C2=C(C(=CC=C2)C=2OC3=C(CNCC3)N2)C)C)C=C1CN1[C@@H](CCC1)C(=O)O)F